BrC1=CN=C2N1N=C(C=C2)NCCO 2-((3-Bromoimidazo[1,2-b]pyridazin-6-yl)amino)ethan-1-ol